3,5,6-tribromopyrazine-2-carbaldehyde BrC=1C(=NC(=C(N1)Br)Br)C=O